cis-N1-methyl-N3-(5-(quinolin-6-yl)pyrrolo[2,1-f][1,2,4]triazin-2-yl)cyclobutane-1,3-diamine CN[C@@H]1C[C@@H](C1)NC1=NN2C(C=N1)=C(C=C2)C=2C=C1C=CC=NC1=CC2